4,4'-(carbonyldiimino)bis-butanoic acid C(=O)(NCCCC(=O)O)NCCCC(=O)O